N-((2R,3R)-2-hydroxy-3-methoxybutyl)-N-(4'-(methoxymethyl)-[1,1-biphenyl]-4-yl)-2-(pyridin-2-yl)cyclopropane-1-carboxamide O[C@H](CN(C(=O)C1C(C1)C1=NC=CC=C1)C1=CC=C(C=C1)C1=CC=C(C=C1)COC)[C@@H](C)OC